ClC=1C=C2C(=CC(=NC2=C(C1)C(C)N)N1CCOCC1)C#C[Si](C)(C)C 1-[6-chloro-2-morpholino-4-(2-trimethylsilylethynyl)-8-quinolyl]ethanamine